IC=1C=NN2C1C=C(C=C2)NC(=O)OC(C)(C)C Tert-butyl 3-iodopyrazolo[1,5-a]pyridine-5-carbamate